1-(2-(3,8-diazabicyclo[3.2.1]octan-8-yl)-6,7-dihydrothiazolo[5,4-c]pyridin-5(4H)-yl)-2-cyclopentyl-2-hydroxypropan-1-one C12CNCC(CC1)N2C=2SC=1CN(CCC1N2)C(C(C)(O)C2CCCC2)=O